2-hydroxy-octahydropyrrolopyrazine OC1NC2C(NC1)NCC2